α-Glycidoxybutyltrimethoxysilan C(C1CO1)OC(CCC)[Si](OC)(OC)OC